COC1=C(CCS(=O)(=O)NC2=NC=C(C(=N2)C(=O)OCC)C)C=CC(=C1)OC ethyl 2-(N-(2,4-dimethoxybenzyl) methylsulfonylamino)-5-methylpyrimidine-4-carboxylate